methyl 2,3-difluoro-4-hydroxybenzoate FC1=C(C(=O)OC)C=CC(=C1F)O